C(C=C)(=O)OCCCCCCCCCCCCCCCCCCC[SiH2]C(Cl)(Cl)Cl acryloyloxynonadecyltrichloromethylsilane